(1-(2-chloroethoxycarbonyl) ethyl) benzoate C(C1=CC=CC=C1)(=O)OC(C)C(=O)OCCCl